(1,2,3,4,5,6-13C6)docosanoic acid [13C]([13CH2][13CH2][13CH2][13CH2][13CH2]CCCCCCCCCCCCCCCC)(=O)O